FC1=C(C=O)C(=CC(=C1)F)O 2,4-difluoro-6-hydroxy-benzaldehyde